(trifluoromethyl)-1,1':3',1''-terphenyl FC(F)(F)C1=C(C=CC=C1)C1=CC(=CC=C1)C1=CC=CC=C1